C(CC)[Si](C1=CC=C(C=C1)P(N(C1CCC(CC1)N(C)C)P(C1=CC=C(C=C1)[Si](CCC)(CCC)CCC)C1=CC=C(C=C1)[Si](CCC)(CCC)CCC)C1=CC=C(C=C1)[Si](CCC)(CCC)CCC)(CCC)CCC N1,N1-bis(bis(4-(tripropylsilyl)phenyl)phosphaneyl)-N4,N4-dimethylcyclohexane-1,4-diamine